N-[(5-fluoro-2-methoxy-phenyl)-(4-methyl-1H-imidazol-2-yl)methyl]-2-methyl-propane-2-sulfinamide FC=1C=CC(=C(C1)C(NS(=O)C(C)(C)C)C=1NC=C(N1)C)OC